4-phenyl-1-butylammonium C1(=CC=CC=C1)CCCC[NH3+]